1,3-dihydroxy-2-methylpropane OCC(CO)C